N-(3-Chloro-4-fluorophenyl)-4-(5-hydroxy-5-(1-((1s,4s)-4-hydroxycyclohexyl)-3-(trifluoromethyl)-1H-pyrazol-4-yl)octahydropentalen-2-yl)-1-methyl-1H-imidazole-5-carboxamide ClC=1C=C(C=CC1F)NC(=O)C1=C(N=CN1C)C1CC2CC(CC2C1)(C=1C(=NN(C1)C1CCC(CC1)O)C(F)(F)F)O